NCC1=C(C=C(C=C1)C1=NC=NN2C1=CC(=C2)C2CN(C2)C(=O)OC(C)(C)C)C tert-butyl 3-(4-(4-(aminomethyl)-3-methylphenyl)pyrrolo[2,1-f][1,2,4]triazin-6-yl)azetidine-1-carboxylate